C1(CCCCC1)NC(CN(C=1C2=C(N=C(N1)C1=NC=CC(=C1)OCCOC1OCCCC1)CCC2)C)=O N-cyclohexyl-2-(methyl(2-(4-(2-((tetrahydro-2H-pyran-2-yl)oxy)ethoxy)pyridin-2-yl)-6,7-dihydro-5H-cyclopenta[d]pyrimidin-4-yl)amino)acetamide